C(C)(C)(C)OC(=O)N(C(OC(C)(C)C)=O)C1=NN2C(C=C(C=C2)C2=C(C(=NC=C2)C=2C=NN(C2)[C@H](C)C2=CC=C(C=C2)F)F)=N1 |r| racemic-tert-butyl (tert-butoxycarbonyl)(7-(3-fluoro-2-(1-(1-(4-fluorophenyl)ethyl)-1H-pyrazol-4-yl)pyridin-4-yl)-[1,2,4]triazolo[1,5-a]pyridin-2-yl)carbamate